2,2'-oxybis(N,N-dimethylethane-1-amine) O(CCN(C)C)CCN(C)C